6-[[3-fluoro-5-(tri-fluoromethyl)-2-pyridyl]methyl]-2-aza-spiro[3.3]heptane FC=1C(=NC=C(C1)C(F)(F)F)CC1CC2(CNC2)C1